C(C)(C)(C)OC(=O)N1CCC(CC1)C=1N=CC2=C(N1)C(=C(N2COCC[Si](C)(C)C)C2=CN(C(C(=C2)C)=O)C)Br 4-(7-bromo-6-(1,5-dimethyl-6-oxo-1,6-dihydropyridin-3-yl)-5-((2-(trimethylsilyl)ethoxy)methyl)-5H-pyrrolo[3,2-d]pyrimidin-2-yl)piperidine-1-carboxylic acid tert-butyl ester